FC=1C=C2C(=CN(C2=CC1)C)CC(C)NC(OC(C)(C)C)=O tert-butyl (1-(5-fluoro-1-methyl-1H-indol-3-yl)propan-2-yl)carbamate